The molecule is a nine-carbon straight-chain 2-oxo monocarboxylic acid. It derives from a nonanoic acid. It is a conjugate acid of a 2-oxononanoate. CCCCCCCC(=O)C(=O)O